CO[Si](C(C(=O)OCCCCCCCC)C)(OC)OC octyl α-trimethoxysilylpropionate